C1(=CC=C(C=C1)N(C=1C=C(C(=CC1)C1=C(C=CC=C1)C1=CC=CC=C1)C1=CC=C(C=C1)C1=CC=CC=C1)C1=CC=C(C=C1)C1=CC=CC=C1)C1=CC=CC=C1 N,N-bis(biphenyl-4-yl)-N-{6-(biphenyl-2-yl)-1,1':4',1''-terphenyl-3-yl}amine